hydrogen peroxide, trishydrochloride Cl.Cl.Cl.OO